2-[4-[[1-(2,6-dioxo-3-piperidyl)-3-methyl-2-oxo-benzimidazol-5-yl]methyl]phenyl]acetic acid O=C1NC(CCC1N1C(N(C2=C1C=CC(=C2)CC2=CC=C(C=C2)CC(=O)O)C)=O)=O